C1(CC1)S(=O)(=O)C1=CC=C(C=C1)S(=O)(=O)N1CC2(C3=CC=CC=C13)CCCCC2 1'-[4-(cyclopropanesulfonyl)benzenesulfonyl]-1',2'-dihydrospiro[cyclohexane-1,3'-indole]